O1C(=CC=C1C(=O)OCCCCCCC(C)C)C(=O)OCCCCCCC(C)C diisononyl 2,5-furandicarboxylate